1-(5-((2-chloro-3-(2-(4-hydroxypiperidin-4-yl)acetamido)phenyl)thio)pyrazin-2-yl)-4-methylpiperidin ClC1=C(C=CC=C1NC(CC1(CCNCC1)O)=O)SC=1N=CC(=NC1)N1CCC(CC1)C